C(=CC1=CC=CC=C1)C1=CC(=NC=C1)C1=NC=CC(=C1)C=CC1=CC=CC=C1 4,4'-bisstyryl-2,2'-bipyridine